4-{[3-(1-aminoethyl)phenyl]-amino}-2-[(6-chloro-2-methyl-1,2,3,4-tetrahydroisoquinolin-7-yl)amino]pyrimidine-5-carboxamide NC(C)C=1C=C(C=CC1)NC1=NC(=NC=C1C(=O)N)NC1=C(C=C2CCN(CC2=C1)C)Cl